peracetate C(C)(=O)O[O-]